C1(CC1)OC=1C=C(C(=O)O)C=CC1C=O 3-CYCLOPROPOXY-4-FORMYLBENZOIC ACID